2-aminoethyl (S)-1-((4'-(1,1,1,3,3,3-hexafluoro-2-hydroxypropan-2-yl)-2-methyl-[1,1'-biphenyl]-4-yl)methyl)-4-(pyridin-4-ylmethyl)piperazine-2-carboxylate FC(C(C(F)(F)F)(O)C1=CC=C(C=C1)C1=C(C=C(C=C1)CN1[C@@H](CN(CC1)CC1=CC=NC=C1)C(=O)OCCN)C)(F)F